C(CCCCCCC\C=C/CCCCCCCC)(=O)O.N(CCO)(CCO)CCO triethanolamine oleate